4-hydroxy-6-(2-methoxyethyl)-2-methyl-6H-[1,4]oxazine ON1C=C(OC(C1)CCOC)C